9-(4-fluorophenyl)-2,3-dimethyl-7-(6-(((tetrahydro-2H-pyran-2-yl)oxy)methyl)-3,4-dihydro-2H-pyran-4-yl)-4H-pyrazino[1,2-a]pyrimidin-4-one FC1=CC=C(C=C1)C1=NC(=CN2C1=NC(=C(C2=O)C)C)C2CCOC(=C2)COC2OCCCC2